CN1C[C@@H](OCC1=O)COC=1C=C(C(=O)N[C@H](C)C=2C=NC(=NC2)C(F)(F)F)C=C(C1)C=1SC(=CN1)C 3-{[(2R)-4-methyl-5-oxomorpholin-2-yl]methoxy}-5-(5-methyl-1,3-thiazol-2-yl)-N-{(1R)-1-[2-(trifluoromethyl)pyrimidin-5-yl]ethyl}benzamide